FC(CN1N=CC=2C1=NC(=CN2)N2CCC1(CCN(C1)C=1C=NC(=NC1)OCC(F)(F)F)CC2)F 8-(1-(2,2-difluoroethyl)-1H-pyrazolo[3,4-b]pyrazin-6-yl)-2-(2-(2,2,2-trifluoroethoxy)pyrimidin-5-yl)-2,8-diazaspiro[4.5]decane